[Ca+2].OC(C(=O)[O-])CCC.OC(C(=O)[O-])CCC 2-hydroxy-4-(methyl)butyric acid calcium salt